[(2S)-1-(4-{[(3-chloro-4-methoxyphenyl)methyl] amino}-5-{[(pyrimidin-2-yl)methyl]carbamoyl}pyrimidin-2-yl)pyrrolidin-2-yl]methyl 6-(nitrooxy)hexanoate [N+](=O)([O-])OCCCCCC(=O)OC[C@H]1N(CCC1)C1=NC=C(C(=N1)NCC1=CC(=C(C=C1)OC)Cl)C(NCC1=NC=CC=N1)=O